CN1C(=CC=2C1=C(N=CC2)C(F)(F)F)C(=O)OCC ethyl 1-methyl-7-(trifluoromethyl)pyrrolo[2,3-c]pyridine-2-carboxylate